4-bromo-1-methyl-3-((methylamino)methyl)-1H-pyrazole-5-carboxamide BrC=1C(=NN(C1C(=O)N)C)CNC